C(C1=CC=CC=C1)N1CCN(CC1)C1C2(CC1C2)N (4-Benzylpiperazin-1-yl)bicyclo[1.1.1]pentan-1-amine